CSC1=NN=C(S1)NC(CSC=1NC(C2=C(N1)N(N=C2)C2=CC=CC=C2)=O)=O N-(5-(methylthio)-1,3,4-thiadiazol-2-yl)-2-((4-oxo-1-phenyl-4,5-dihydro-1H-pyrazolo[3,4-d]pyrimidin-6-yl)thio)acetamid